P(OCCC=C)([O-])=O 3-butenyl phosphonate